(R)-3-(6-(3-((tert-butoxycarbonyl)(cyclopropylmethyl)amino)piperidin-1-yl)pyridin-3-yl)oxetane-3-carboxylic acid hydrochloride Cl.C(C)(C)(C)OC(=O)N([C@H]1CN(CCC1)C1=CC=C(C=N1)C1(COC1)C(=O)O)CC1CC1